FC=1C(=CC(=NC1)NC)[C@@H](C)NC(CC)=O N-[(1R)-1-[5-fluoro-2-(methylamino)pyridin-4-yl]ethyl]propionamide